(4-amino-7-fluoro-3-methylimidazo[1,5-a]quinoxalin-8-yl)((4aS,9bS)-7-(trifluoromethyl)-3,4,4a,9b-tetrahydrofuro[2,3-b:4,5-b']dipyridin-1(2H)-yl)methanone NC=1C=2N(C3=CC(=C(C=C3N1)F)C(=O)N1[C@@H]3[C@H](CCC1)OC1=NC(=CC=C13)C(F)(F)F)C=NC2C